BrC=1C=C(C=CC1)C[C@H](C(=O)O)C (R)-3-(3-bromophenyl)-2-methylpropanoic acid